2-(3-(3-(1-(2-chloro-4-fluorophenyl)cyclopropyl)-1,2,4-oxadiazol-5-yl)-5-(difluoromethyl)-1H-pyrazol-1-yl)-N-(piperidin-4-ylmethyl)acetamide ClC1=C(C=CC(=C1)F)C1(CC1)C1=NOC(=N1)C1=NN(C(=C1)C(F)F)CC(=O)NCC1CCNCC1